N1CC(C1)C1=C(N(C2=CC=CC=C2)CC2CC2)C=CC=C1 (azetidin-3-yl)-N-(cyclopropylmethyl)-N-phenyl-aniline